N(=[N+]=[N-])[C@H](C(=O)O)C (S)-2-azidopropionic acid